methyl (S)-7-((phenoxathiine-3-carbonyl)glycyl)-1,4-dioxa-7-azaspiro[4.4]nonane-8-carboxylate C1=CC(=CC=2OC3=CC=CC=C3SC12)C(=O)NCC(=O)N1CC2(OCCO2)C[C@H]1C(=O)OC